2-bromo-2-fluoroacetic acid 2,4-dimethylpentan-3-yl ester CC(C)C(C(C)C)OC(C(F)Br)=O